C(C)OC(COC1=C(C=C(C=C1)SCN1N=CN(C1=O)C1=CC=C(C=C1)OCC)C)=O.O1C(COCC1)=O dioxanone Ethyl-2-(4-(((4-(4-ethoxyphenyl)-5-oxo-4,5-dihydro-1H-1,2,4-triazol-1-yl)methyl)thio)-2-methylphenoxy)-acetate